N-methyl-N,N-di(2,2-dimethyl-2-hydroxyethyl)amine CN(CC(C)(C)O)CC(O)(C)C